(±)-3-((4-Fluoro-3-(piperazin-1-yl)phenyl)amino)piperidine-2,6-dione hydrochloride Cl.FC1=C(C=C(C=C1)N[C@H]1C(NC(CC1)=O)=O)N1CCNCC1 |r|